N~2~-[cis-2-({[cis-4-(3-fluorophenyl)cyclohexyl]oxy}methyl)piperidin-3-yl]-N~1~,N~1~-dimethylethanediamide FC=1C=C(C=CC1)[C@H]1CC[C@H](CC1)OC[C@@H]1NCCC[C@@H]1NC(C(=O)N(C)C)=O